N-(4-(3-Isopropyl-2-(8-methoxy-[1,2,4]triazolo[1,5-a]pyridin-6-yl)-1H-indol-5-yl)cyclohexyl)-2-(2-oxa-6-azaspiro[3.3]heptan-6-yl)acetamid C(C)(C)C1=C(NC2=CC=C(C=C12)C1CCC(CC1)NC(CN1CC2(COC2)C1)=O)C=1C=C(C=2N(C1)N=CN2)OC